C(C)(C)NC(OC1CC(C1)C1=CC(=NN1)N)=O (1s,3s)-3-(3-amino-1H-pyrazol-5-yl)cyclobutyl isopropylcarbamate